CN1C(=C(C=C1C)C1=CC=CC=C1)C(C(=O)Cl)=O 2-(1,5-dimethyl-3-phenyl-1H-pyrrol-2-yl)-2-oxoacetyl chloride